NCC1=CC=C(C=C1)NC(=O)C1=CC2=C(OCCC3=C2SC=C3)C=C1C=1C(=NC(=CC1)C(NC[C@H](CO)O)=O)C(=O)OC methyl (R)-3-(9-((4-(aminomethyl)phenyl)carbamoyl)-4,5-dihydrobenzo[b]thieno[2,3-d]oxepin-8-yl)-6-((2,3-dihydroxypropyl)carbamoyl)picolinate